COC(=O)C1=CC=CC2=C1OCC21CC1 2H-spiro[benzofuran-3,1'-cyclopropane]-7-carboxylic acid methyl ester